(2R,3S)-N-Boc-2-hydroxymethyl-3-methoxy-pyrrolidine C(=O)(OC(C)(C)C)N1[C@@H]([C@H](CC1)OC)CO